3,3-Dimethyl-1-butyne CC(C#C)(C)C